N-prop-2-ynyl-carbamic acid tert-butyl ester C(C)(C)(C)OC(NCC#C)=O